ethyl 2-[4-(1-methyl-1H-pyrazol-5-yl) piperidin-1-yl]-6-azaspiro[3.4]octane-6-carboxylate citrate C(CC(O)(C(=O)O)CC(=O)O)(=O)O.CN1N=CC=C1C1CCN(CC1)C1CC2(C1)CN(CC2)C(=O)OCC